CCC1=C(C2=NC1=CC3=C(C4=C([C@@](C(=C5[C@H]([C@@H](C(=CC6=NC(=C2)C(=C6C)C=C)N5)C)CCC(=O)OC/C=C(\C)/CCC[C@H](C)CCC[C@H](C)CCCC(C)C)C4=N3)(C(=O)OC)O)O)C)C hydroxypheophytin a